C(C=C)N1C(=NC2=C1C=CC=C2)C2=C(C=CC=C2)Cl 1-allyl-2-(2-chlorophenyl)-1H-benzo[d]imidazole